tert-butyl 2-(4-(benzo[b]thiophen-4-ylmethyl)-2-(2-isopropylphenyl) piperazin-1-yl)-7-azaspiro[3.5]nonane-7-carboxylate S1C2=C(C=C1)C(=CC=C2)CN2CC(N(CC2)C2CC1(C2)CCN(CC1)C(=O)OC(C)(C)C)C1=C(C=CC=C1)C(C)C